2-butyl-7-(hexahydropyridin-4-yl)-1-(3,4,5,6-tetrahydro-2H-pyran-4-ylmethyl)Thiopheno[3,2-b]imidazolo[4,5-d]pyridin-4-amine C(CCC)C1=NC=2C(=C3C(=NC2N)C=C(S3)C3CCNCC3)N1CC1CCOCC1